N1=C(C=CC=C1)CNCC1=NC=CC=C1 bis-(2-picolyl)amine